ClC1=C(C(=CC=C1)F)CC(=O)NC1=CC(=NC=C1)N(C(C)=O)C1=CC(=CC=C1)C#N N-{4-[2-(2-chloro-6-fluorophenyl)acetamido]pyridin-2-yl}-N-(3-cyanophenyl)acetamide